4-(5-(2-amino-[1,2,4]triazolo[1,5-a]pyridin-7-yl)-2-fluorophenoxy)-2,2-difluoro-1-(4-fluorophenyl)butan-1-ol NC1=NN2C(C=C(C=C2)C=2C=CC(=C(OCCC(C(O)C3=CC=C(C=C3)F)(F)F)C2)F)=N1